2-(6-(trifluoromethyl)pyridin-3-yl)-2,8-diazaspiro[4.5]decan-1-one hydrochloride Cl.FC(C1=CC=C(C=N1)N1C(C2(CC1)CCNCC2)=O)(F)F